6-chloro-N4-cyclohexyl-N2-(3,4-difluorophenyl)quinazoline-2,4-diamine ClC=1C=C2C(=NC(=NC2=CC1)NC1=CC(=C(C=C1)F)F)NC1CCCCC1